C(C)[C@@H]1CCC=2C1=NN(C2C(F)(F)F)CC(=O)N2[C@@H]([C@@H](CC2)N2CCOCC2)C2=C(C(=CC=C2)OC)C 2-[(6R)-6-Ethyl-3-(trifluoromethyl)-5,6-dihydro-4H-cyclopenta[c]pyrazol-2-yl]-1-[(2R,3R)-2-(3-methoxy-2-methyl-phenyl)-3-morpholino-pyrrolidin-1-yl]ethanone